(R)-4-(4,5-dimethyl-6-pyridin-2-ylmethyl-pyridazin-3-yl)-2-methyl-3,4,5,6-tetrahydro-2H-[1,2']bipyrazinyl-5'-carboxylic acid methyl ester COC(=O)C=1N=CC(=NC1)N1[C@@H](CN(CC1)C=1N=NC(=C(C1C)C)CC1=NC=CC=C1)C